diisopropylphosphino-biphenyl C(C)(C)P(C(C)C)C1=C(C=CC=C1)C1=CC=CC=C1